(R)-2-amino-4-(1-(3-hydroxy-2,2-bis(hydroxymethyl)propyl)-1H-1,2,3-triazol-4-yl)butanamide N[C@@H](C(=O)N)CCC=1N=NN(C1)CC(CO)(CO)CO